Methyl 4-[3-[2,6-dichloro-4-[(2R)-2,4-dimethylpiperazin-1-yl]benzoyl]-2,4-dihydro-1,3-benzoxazin-8-yl]-5-fluoro-2-(3-oxa-8-azabicyclo[3.2.1]octan-8-yl)benzoate ClC1=C(C(=O)N2COC3=C(C2)C=CC=C3C3=CC(=C(C(=O)OC)C=C3F)N3C2COCC3CC2)C(=CC(=C1)N1[C@@H](CN(CC1)C)C)Cl